3-chloro-4,5,6,7-tetrahydro-1,2-benzothiazol 1,1-dioxide ClC1=NS(C2=C1CCCC2)(=O)=O